COC1=C(C=CC=C1C1=NNC=N1)NC1=C(N=NC=C1)C(=O)NC([2H])([2H])[2H] 4-((2-methoxy-3-(1H-1,2,4-triazol-3-yl)phenyl)amino)-N-(methyl-d3)pyridazine-3-Formamide